4-Methoxy-2-nitrophenylisocyanat COC1=CC(=C(C=C1)N=C=O)[N+](=O)[O-]